ClC1=CC(=C(C=C1)C=1C(=C(C(=O)N)C=CC1CCC)F)O (4-chloro-2-hydroxyphenyl)-2-fluoro-4-propylbenzamide